2-amino-N-[1-(4-chloro-7-ethoxy-1-methyl-1H-indazol-6-yl)ethyl]pyrazolo[1,5-a]pyrimidine-3-carboxamide NC1=NN2C(N=CC=C2)=C1C(=O)NC(C)C1=CC(=C2C=NN(C2=C1OCC)C)Cl